rac-2-((4R,5R)-7-ethyl-4-(4-fluorophenyl)-6-oxo-1-phenyl-5-(3-(trifluoromethyl)benzamido)-4,5,6,7-tetrahydro-1H-pyrazolo[3,4-b]pyridine-3-yl)acryloyl chloride C(C)N1C2=C([C@H]([C@H](C1=O)NC(C1=CC(=CC=C1)C(F)(F)F)=O)C1=CC=C(C=C1)F)C(=NN2C2=CC=CC=C2)C(C(=O)Cl)=C |r|